N1C=NC(=C1)S(=O)(=O)N imidazole-4-sulfonamide